O=C1NC=C(C(N1CC1=C(C=C(C=C1)F)F)=O)C(=O)NC1=CC=C(C=C1)F 2,4-Dioxo-3-(2,4-difluorobenzyl)-N-(4-fluorophenyl)-1,2,3,4-tetrahydropyrimidine-5-carboxamide